NC1=C2N=CN(C2=NC(=N1)Cl)[C@H]1[C@H]([C@@H]([C@H](O1)COC(C(=O)O)(C(=O)O)CC=1C=NC(=CC1)C(F)(F)F)O)F 2-(((2R,3R,4S,5R)-5-(6-amino-2-chloro-9H-purin-9-yl)-4-fluoro-3-hydroxytetrahydrofuran-2-yl)methoxy)-2-((6-(trifluoromethyl)pyridin-3-yl)methyl)malonic acid